(2,3-dihydroxypropyl)cyclopropane OC(CC1CC1)CO